C1(=CC=CC=C1)S(=O)(=O)/C=C/C(=O)C1=CC=C(C=C1)OC (E)-3-(benzenesulfonyl)-1-(p-methoxyphenyl)-2-propen-1-one